4-methylphenyl-1,3,5-triazine CC1=CC=C(C=C1)C1=NC=NC=N1